4,5-bis(diphenyl-phosphino)-9,9-dimethyl-xanthene C1(=CC=CC=C1)P(C1=CC=CC=2C(C3=CC=CC(=C3OC12)P(C1=CC=CC=C1)C1=CC=CC=C1)(C)C)C1=CC=CC=C1